tert-butyl (6-((2-methoxyphenyl)amino)-2-(4-phenylpiperazine-1-carbonyl)pyrimidin-4-yl)carbamate COC1=C(C=CC=C1)NC1=CC(=NC(=N1)C(=O)N1CCN(CC1)C1=CC=CC=C1)NC(OC(C)(C)C)=O